3-(4-bromophenyl)butanal BrC1=CC=C(C=C1)C(CC=O)C